[Na].CNCCS(=O)(=O)O Methyltaurine sodium